C(C)OC(C(C)(C)OC1=CC(=C(C=C1)C=O)OC)=O 2-(4-formyl-3-methoxyphenoxy)-2-methylpropanoic acid ethyl ester